[Si](C1=CC=CC=C1)(C1=CC=CC=C1)(C(C)(C)C)OCCCC(CCCCCC)O 1-((tert-butyldiphenylsilyl)oxy)decan-4-ol